1-methylcyclohexylbicyclo[2.2.1]hept-5-ene-2-carboxylate CC1(CCCCC1)OC(=O)C1C2C=CC(C1)C2